3-(2-bromo-4-chlorophenyl)prop-2-yn-1-ol BrC1=C(C=CC(=C1)Cl)C#CCO